COC=1C(=NC(=NC1)C#N)NC1=NNC2=CC(=CC=C12)[C@@H]1C[C@@]12C(NC1=CC=C(C=C21)OC)=O 5-methoxy-4-({6-[(1r,2s)-5'-methoxy-2'-oxo-1',2'-dihydrospiro[cyclopropan-1,3'-indol]-2-yl]-1H-indazol-3-yl}amino)pyrimidine-2-carbonitrile